N[C@]1([C@@H](CCC1)CC)COC1=C(C#N)C(=CC(=C1)C1=CN=C2N1C(=CC=C2)OC)OC trans-2-((1-amino-2-ethylcyclopentyl)methoxy)-6-methoxy-4-(5-methoxyimidazo[1,2-a]pyridin-3-yl)benzonitrile